ClC1=CC=C(\C=C/2\C(N(C(C2)=O)CCCCCCC(=O)[O-])=O)C=C1 (E)-7-(3-(4-chlorobenzylidene)-2,5-dioxopyrrolidinyl)heptanoate